N'-((3,5-diisopropylpyridin-4-yl)carbamoyl)-2-(2-hydroxypropan-2-yl)thiazole-5-sulfonimidamide C(C)(C)C=1C=NC=C(C1NC(=O)N=S(=O)(N)C1=CN=C(S1)C(C)(C)O)C(C)C